C(C1=CC=CC=C1)OC1CN(CC1)C1=CC2=C(NC(=NC=3N2N=CC3Cl)C3=C(C=CC=C3F)F)C=C1 9-(3-benzyloxypyrrolidin-1-yl)-3-chloro-5-(2,6-difluorophenyl)-6H-pyrazolo[1,5-a][1,3,5]benzotriazepine